1-chloro-4-(1-ethynyl-cyclopropoxy)benzene ClC1=CC=C(C=C1)OC1(CC1)C#C